3-((R)-1-hydroxyethyl)-N-((R)-5-(5-methyl-1,2,4-oxadiazol-3-yl)-2,3-dihydro-1H-inden-1-yl)benzamide O[C@H](C)C=1C=C(C(=O)N[C@@H]2CCC3=CC(=CC=C23)C2=NOC(=N2)C)C=CC1